2-chloro-N-(2,6-diethylphenyl)-N-(butoxymethyl)acetamide ClCC(=O)N(COCCCC)C1=C(C=CC=C1CC)CC